C(C)O/C=C/C=1C=C(C=CC1)C(C(=O)O)C 2-[3-[(E)-2-ethoxyvinyl]phenyl]propanoic acid